CN(C1=CN=C(N=N1)C1=NC=C(C=C1O)N1N=CC=N1)C1CC(NC(C1)(C)C)(C)C 2-{6-[methyl(2,2,6,6-tetramethylpiperidin-4-yl)amino]-1,2,4-triazin-3-yl}-5-(2H-1,2,3-triazol-2-yl)pyridin-3-ol